((1R,5S,6s)-6-((4-(2-aminopropan-2-yl)-6-(4-fluorophenyl)pyridin-2-yl)oxy)-3-azabicyclo[3.1.0]hexan-3-yl)(4-methyl-2-(pyrimidin-2-yl)oxazol-5-yl)methanone NC(C)(C)C1=CC(=NC(=C1)C1=CC=C(C=C1)F)OC1[C@@H]2CN(C[C@H]12)C(=O)C1=C(N=C(O1)C1=NC=CC=N1)C